tert-butyl (4-((4-methyl-2-(4-(trifluoromethyl)piperidin-1-yl)pyrimidin-5-yl)amino)cyclohexyl)carbamate 4-Nitrophenyl-oxazine-6(5H)-carboxylate [N+](=O)([O-])C1=CC=C(C=C1)OC(=O)C1CC=CNO1.CC1=NC(=NC=C1NC1CCC(CC1)NC(OC(C)(C)C)=O)N1CCC(CC1)C(F)(F)F